1-(3-cyanophenyl)-N-((1-cyanopyrrolidin-3-yl)methyl)-1H-1,2,3-triazole-4-carboxamide C(#N)C=1C=C(C=CC1)N1N=NC(=C1)C(=O)NCC1CN(CC1)C#N